ClC=1N=C(C2=C(N1)SC=N2)OCCC2=C(NC1=CC=C(C=C21)Cl)C 5-chloro-7-(2-(5-chloro-2-methyl-1H-indol-3-yl)ethoxy)thiazolo[5,4-d]pyrimidine